C(#N)C1=C(OCC2=CC=CC(=N2)CC2CCN(CC2)CC2=NC3=C(N2C[C@H]2OCC2)C=C(C=C3)C(=O)O)C=CC(=C1)C 2-{[4-({6-[(2-cyano-4-methylphenoxy)methyl]pyridin-2-yl}methyl)piperidin-1-yl]methyl}-1-{[(2S)-oxetan-2-yl]methyl}-1H-1,3-benzodiazole-6-carboxylic acid